(6-((5-chloro-2,3-dihydro-1H-inden-2-yl)amino)pyridin-3-yl)(6-oxa-1-azaspiro[3.3]hept-1-yl)methanone ClC=1C=C2CC(CC2=CC1)NC1=CC=C(C=N1)C(=O)N1CCC12COC2